L-4-mercaptostyrene SC1=CC=C(C=C)C=C1